BrC1=C(C=CC(=C1)C(C)(C)C)OC 2-bromo-4-(1,1-dimethylethyl)-1-methoxybenzene